FC(C(=O)NC=1C=C2C(=NC=NC2=CC1N1CCOCC1)NC1=CC(=NC=C1)C1=C(C=CC=C1)F)=C 2-fluoro-N-(4-((2-(2-fluorophenyl)pyridin-4-yl)amino)-7-morpholinoquinazoline-6-yl)acrylamide